(2R,6R)-6-((4-bromophenyl)thio)-2-methyl-2H-pyran-3(6H)-one-13C BrC1=CC=C(C=C1)S[C@@H]1C=CC([13C@H](O1)C)=O